(R)-N-((3S,4S)-8-(4-cyano-6-methylpyrimidin-2-yl)-3-methyl-2-oxa-8-azaspiro[4.5]dec-4-yl)-2-methylpropane-2-sulfinamide C(#N)C1=NC(=NC(=C1)C)N1CCC2([C@@H]([C@@H](OC2)C)N[S@](=O)C(C)(C)C)CC1